(3R,4S)-6-bromo-4-fluoro-3-methylisochroman-1-one BrC=1C=C2[C@@H]([C@H](OC(C2=CC1)=O)C)F